tert-butyl 6-(5-iodopyrimidin-2-yl)-1,6-diazaspiro[3.3]heptane-1-carboxylate IC=1C=NC(=NC1)N1CC2(CCN2C(=O)OC(C)(C)C)C1